C1(=CC=CC=C1)[Se]C1=C(OC2=CC=CC=C2C1=O)C1=C(C=CC=C1)C 3-phenylseleno-2-(2-methylphenyl)-4H-chromone